2-bromo-4-isopropyl-3-methyl-5-(8-methyl-[1,2,4]triazolo[1,5-a]pyridin-6-yl)-6H-thieno[2,3-b]pyrrole BrC1=C(C2=C(NC(=C2C(C)C)C=2C=C(C=3N(C2)N=CN3)C)S1)C